(R)-2'-ethoxy-5-(4-(6-ethoxy-2-(trifluoromethyl)nicotinoyl)-2-ethylpiperazin-1-yl)-[2,3'-bipyridine]-6-carbonitrile C(C)OC1=NC=CC=C1C1=NC(=C(C=C1)N1[C@@H](CN(CC1)C(C1=C(N=C(C=C1)OCC)C(F)(F)F)=O)CC)C#N